Ethyl-L-lactat C(C)OC([C@@H](O)C)=O